((4-bromopyridin-2-yl)sulfonyl)carbamate BrC1=CC(=NC=C1)S(=O)(=O)NC([O-])=O